[Na].CC1=CN=CC(=N1)S 6-methylpyrazine-2-thiol sodium